3-amino-5-[(3,5-difluorophenyl)oxy]benzoic acid NC=1C=C(C(=O)O)C=C(C1)OC1=CC(=CC(=C1)F)F